N4-Allylcytosine C(C=C)NC1=NC(NC=C1)=O